Cl.Cl.N1C[C@@H](CC1)N (R)-pyrrolidin-3-amine dihydrochloride